1-(2-morpholino-5-(trifluoromethyl)phenyl)urea O1CCN(CC1)C1=C(C=C(C=C1)C(F)(F)F)NC(=O)N